C(C=C)(=O)OCCCCCCCCCCOC(CCP)=O acryloyloxydecyl-3-phosphinopropionate